8-[[(1R)-1-[3,6-Dimethyl-4-oxo-2-(3-pyridyl)chromen-8-yl]ethyl]amino]-2H-isoquinolin-1-one CC1=C(OC2=C(C=C(C=C2C1=O)C)[C@@H](C)NC=1C=CC=C2C=CNC(C12)=O)C=1C=NC=CC1